4-chloro-2-((4,7,10-tris(carboxymethyl)-1,4,7,10-tetraazacyclododecane-1-yl)methyl)pyridine 1-oxide ClC1=CC(=[N+](C=C1)[O-])CN1CCN(CCN(CCN(CC1)CC(=O)O)CC(=O)O)CC(=O)O